N1C(=NC2=C1C=CC=C2)C2=CC(=NN2C)NC(=O)C=2C=NC(=CC2)N2CCC(CC2)CO N-[5-(1H-benzimidazol-2-yl)-1-methyl-pyrazol-3-yl]-6-[4-(hydroxymethyl)-1-piperidyl]pyridine-3-carboxamide